octafluoro-2-pentyne FC(C(C#CC(F)(F)F)(F)F)(F)F